C(C)OC(=O)C=1C(=NC(=C(C1OCC1=CC=CC=C1)C(C(=O)OCC)=O)C)Cl 4-benzyloxy-2-chloro-5-(2-ethoxy-2-oxo-acetyl)-6-methyl-pyridine-3-carboxylic acid ethyl ester